Dimethoxybiphenyldiamin COC=1C(=C(C(=C(C1)C1=CC=CC=C1)N)N)OC